O=C1N(C(C2=CC=CC=C12)=O)CCOC1CCC(CC1)N(C(OCC1=CC=CC=C1)=O)C benzyl ((1r,4r)-4-(2-(1,3-dioxoisoindolin-2-yl)ethoxy)cyclohexyl)(methyl)carbamate